1-acryloyl-4-hydroxy-N-(4-(4-morpholino-7H-pyrrolo[2,3-d]pyrimidin-6-yl)phenyl)piperidine-4-carboxamide C(C=C)(=O)N1CCC(CC1)(C(=O)NC1=CC=C(C=C1)C1=CC2=C(N=CN=C2N2CCOCC2)N1)O